FC(C(=O)O)(F)F.N1(CCC1)CCNC1=NC2=CC=CC(=C2N=C1CC1=CC(=CC=C1)OC)C N-(2-(azetidin-1-yl)ethyl)-3-(3-methoxybenzyl)-5-methylquinoxalin-2-amine trifluoroacetate